BrC=1C=C(C=C(C1)OC)[C@H]1C[C@@H]([C@H]2[C@@H]1OC(O2)(C)C)O (3aS,4S,6R,6aR)-6-(3-bromo-5-methoxyphenyl)-2,2-dimethyl-tetrahydro-3aH-cyclopenta[d][1,3]dioxol-4-ol